(3-chloro-1-methyl-1H-pyrazol-4-yl)-4'-cyclopropyl-N-(2,4-dimethoxybenzyl)-6'-methoxy-[2,5'-bipyrimidin]-4-amine ClC1=NN(C=C1C=1C(=NC(=NC1)C=1C(=NC=NC1OC)C1CC1)NCC1=C(C=C(C=C1)OC)OC)C